O1C(OCC1)CCN1CCN(CC1)C=1C=C2C(N(C(C2=CC1)=O)C1C(NC(CC1)=O)=O)=O 5-(4-(2-(1,3-dioxolan-2-yl)ethyl)piperazin-1-yl)-2-(2,6-dioxopiperidin-3-yl)isoindoline-1,3-dione